C[C@H]1[C@H]2C(CC([C@@H]1NC(=O)C1=CC=3C(=CN=C(C3)C(=O)OC)N1)C2)(C)C methyl 2-[[(1S,2S,3S,5R)-2,6,6-trimethylnorbornan-3-yl] carbamoyl]-1H-pyrrolo[2,3-c]pyridine-5-carboxylate